C1(CC1)C=1C(=CC(N2C(CSC12)C(=O)O)=O)COC=1C=CC=C2C=CB(NC12)C 7-Cyclopropyl-6-[(2-methyl-1-aza-2-bora-1H-naphth-8-yloxy)methyl]-4-oxo-1-thia-3a-aza-3-indancarboxylic acid